ClC=1C(=C2C=NNC2=C(C1F)C(C)(C)OC)C=1N=CC=2N(C1)C=C(N2)NC(=O)[C@H]2[C@H](C2)F (1S,2S)-N-(6-(5-chloro-6-fluoro-7-(2-methoxypropan-2-yl)-1H-indazol-4-yl)imidazo[1,2-a]pyrazin-2-yl)-2-fluorocyclopropane-1-carboxamide